(2S,3R,4R,5S)-2-(hydroxymethyl)-1-phenethylpiperidine-3,4,5-triol OC[C@@H]1N(C[C@@H]([C@H]([C@@H]1O)O)O)CCC1=CC=CC=C1